11-((allyloxy)imino)-9-nitropyrido[2',3':4,5]pyrimido[1,2-a]indol-5(11H)-one C(C=C)ON=C1C=2N(C=3C=CC(=CC13)[N+](=O)[O-])C(C1=C(N2)N=CC=C1)=O